C(#N)C1(CC1)N(S(=O)(=O)C=1C=C(C=2N(C1)C(=CN2)C=2SC(=NN2)C(F)F)C=2CCNCC2)CC2=CC=C(C=C2)OC N-(1-cyanocyclopropyl)-3-(5-(difluoromethyl)-1,3,4-thiadiazol-2-yl)-N-(4-methoxybenzyl)-8-(1,2,3,6-tetrahydropyridin-4-yl)imidazo[1,2-a]pyridine-6-sulfonamide